N1=CN=C(C2=C1NC=C2)N2CCSC(=C2)C(=O)N2C[C@@H](CCC2)NC2CCN(CC2)C (R)-(4-(7H-pyrrolo[2,3-d]pyrimidin-4-yl)-3,4-dihydro-2H-1,4-thiazin-6-yl)(3-((1-methylpiperidin-4-yl)amino)piperidin-1-yl)methanone